(propoxy)2-nonylphenol acrylate C(C=C)(=O)OC1=C(C(=CC=C1)OCCC)CCCCCCCCC